ClC1=C(C(=CC=C1)F)C1=CC=C(N=N1)C(=O)[O-] 6-(2-chloro-6-fluorophenyl)pyridazine-3-carboxylate